methyl 2-[4-[[5-bromo-2-(3-chloro-2-pyridyl)pyrazole-3-carbonyl]amino]-3-carbamoyl-5-methyl-phenyl]-2,2-difluoro-acetate BrC=1C=C(N(N1)C1=NC=CC=C1Cl)C(=O)NC1=C(C=C(C=C1C)C(C(=O)OC)(F)F)C(N)=O